(3R,4R)-1-(1-((5-Chloro-2-pyrimidinyl)methyl)-5,7-difluoro-1H-benzimidazol-2-yl)-4-fluoro-3-piperidinamin ClC=1C=NC(=NC1)CN1C(=NC2=C1C(=CC(=C2)F)F)N2C[C@H]([C@@H](CC2)F)N